Racemic-2-(4-cyclopropyl-6-methoxy-pyrimidin-5-yl)-4-[2,2-difluoro-1-[4-[1-methyl-4-(trifluoromethyl)imidazol-2-yl]phenyl]ethoxy]-5-methoxy-pyrimidine C1(CC1)C1=NC=NC(=C1C1=NC=C(C(=N1)O[C@@H](C(F)F)C1=CC=C(C=C1)C=1N(C=C(N1)C(F)(F)F)C)OC)OC |r|